N-Methyl-N-ethylhydroxylamin CN(O)CC